C(C)C1=NC2=C(N1)C=C(C=C2)C(=O)N2CCC1(CC2)OC(C2=CC(=CC=C2C1)C(C)C)=O 1'-(2-ethyl-1H-benzo[d]imidazole-6-carbonyl)-7-isopropylspiro[isochroman-3,4'-piperidin]-1-one